FC(CN1N=C(C=2C1=NC(=CN2)N2CCC1(CCN(C1)C1=NC(=NC(=C1)C(F)(F)F)C)CC2)OC)F 8-(1-(2,2-difluoroethyl)-3-methoxy-1H-pyrazolo[3,4-b]pyrazin-6-yl)-2-(2-methyl-6-(trifluoromethyl)pyrimidin-4-yl)-2,8-diazaspiro[4.5]decane